O1CCC(CC1)C(=O)OC1=NC=C(C=C1)OCCC1CCCCC1.[Li] lithium 4-[5-(2-cyclohexylethoxy)-2-pyridinyl] tetrahydropyran-4-carboxylate